4-[4-(oxiran-2-ylmethoxy)phenyl]-1,2,3-thiadiazole O1C(C1)COC1=CC=C(C=C1)C=1N=NSC1